3-(Cycloprop-2-en-1-yl)-N-(5-((5-nitrooxazol-2-yl)thio)-1,3,4-thiadiazol-2-yl)propanamide C1(C=C1)CCC(=O)NC=1SC(=NN1)SC=1OC(=CN1)[N+](=O)[O-]